OC1=CC=CC(=N1)CNC(=O)C1=C(SC2=C1C=C(C=C2)OCC2=C(N=CS2)C)C N-[(6-hydroxypyridin-2-yl)methyl]-2-methyl-5-[(4-methyl-1,3-thiazol-5-yl)methoxy]-1-benzothiophene-3-carboxamide